C(C1=CC=CC=C1)OC1=C(C=C(C=C1C(F)(F)F)C(F)(F)F)N1C(N(CC1)C(=O)OC(C)(C)C)=O tert-butyl 3-(2-benzyloxy-3,5-bis(trifluoromethyl)phenyl)-2-oxoimidazolidine-1-carboxylate